ClC1=NC=NC2=C1N(C=1C=CC(=CC21)B2OC(C(O2)(C)C)(C)C)CC(F)(F)F 4-chloro-8-(4,4,5,5-tetramethyl-1,3,2-dioxaborolan-2-yl)-5-(2,2,2-trifluoroethyl)-5H-pyrimido[5,4-b]indole